ClC1=CC2=C(N=CN(C2=O)CC2(CCN(CC2)C(=O)C=2C=NN(C2)C)O)N1C1=CC=CC=C1 6-Chloro-3-((4-hydroxy-1-(1-methyl-1H-pyrazole-4-carbonyl)piperidin-4-yl)methyl)-7-phenyl-3H-pyrrolo[2,3-d]pyrimidin-4(7H)-one